BrC=1C(=CC=C2CCC(C(C12)=O)F)OC 8-bromo-2-fluoro-7-methoxy-3,4-dihydronaphthalen-1(2H)-one